1-(3-(2-aminopyridin-4-yl)-2-(4-fluorophenyl)-6,7-dihydropyrazolo[1,5-a]pyrazin-5(4H)-yl)ethan-1-one NC1=NC=CC(=C1)C=1C(=NN2C1CN(CC2)C(C)=O)C2=CC=C(C=C2)F